2-hexyldecanyl-8-(5-(dimethylamino)-N-(8-((2-hexyldecanyl)oxy)-8-oxooctyl)pentanamido)-octadecenoic acid C(CCCCC)C(CC(C(=O)O)=CCCCCC(CCCCCCCCCC)N(C(CCCCN(C)C)=O)CCCCCCCC(=O)OCC(CCCCCCCC)CCCCCC)CCCCCCCC